ethyl 4-(methoxymethyl)-5-(pyridin-3-ylmethoxy)-9H-pyrido[3,4-b]indole-3-carboxylate COCC1=C(N=CC=2NC3=CC=CC(=C3C21)OCC=2C=NC=CC2)C(=O)OCC